NC1=NC=C(C=C1O[C@H](C)C=1C=C(C=CC1)NC(=O)C1=CC2=C(S(C=C2)(=O)=O)C=C1)Cl (R)-N-(3-(1-((2-Amino-5-chloropyridin-3-yl)oxy)ethyl)phenyl)benzo[b]thiophen-5-carboxamid-1,1-dioxid